N[C@@H]1CC(N(C1)C1=CC=C(C=C1)S(=O)(=O)N1CCN(CC1)C1=NC(=CC(=C1)C([C@@H]1CC[C@H](CC1)C(=O)NCC1CNC1)(F)F)Cl)=O trans-4-[[2-[4-[4-[(4R)-4-amino-2-oxo-pyrrolidin-1-yl]phenyl]sulfonylpiperazin-1-yl]-6-chloro-4-pyridinyl]-difluoro-methyl]-N-(azetidin-3-ylmethyl)cyclohexanecarboxamide